C(N)(=O)CC[C@@H]1CN(CC1)C(=O)OC(C)(C)C tert-butyl (3S)-3-(2-carbamoylethyl)pyrrolidine-1-carboxylate